ClC1=NC2=C(N1CC1=CC(=C(CN3C(CCC3)=O)C=C1)I)C=CC=C2 (4-((2-chloro-1H-benzo[d]imidazol-1-yl)methyl)-2-iodobenzyl)pyrrolidin-2-one